C(CCCCCCC)(=O)OC(C=1C(C(=O)O)=CC=CC1)=O.C(CCCCC)(=O)[Na] caproyl-sodium caprylyl-phthalate